1-methyl-3-(3-(phenylseleno)benzofuran-2-yl)indol-2-one CN1C(C(C2=CC=CC=C12)C=1OC2=C(C1[Se]C1=CC=CC=C1)C=CC=C2)=O